N-(2-phenylthioethyl)acetamide Methyl-(Z)-2-((3-(4-(tert-butyl)phenyl)-2-methylpropylidene)amino)benzoate COC(C1=C(C=CC=C1)\N=C/C(CC1=CC=C(C=C1)C(C)(C)C)C)=O.C1(=CC=CC=C1)SCCNC(C)=O